4-bromo-N-(1,6'-dihydroxy-[2,2']binaphthyl-4'-yl)-4-methoxybenzenesulfonamide BrC1(CC=C(C=C1)S(=O)(=O)NC1=CC(=CC2=CC=C(C=C12)O)C1=C(C2=CC=CC=C2C=C1)O)OC